NC1=CN=C(N(C1=O)CC(=O)OC)C1=CC=C(C=C1)O[C@H]1[C@@H]2[C@H](OC1)[C@@H](CO2)OCC2=CC=CC=C2 Methyl 2-(5-amino-2-(4-(((3R,3aR,6R,6aR)-6-(benzyloxy)hexahydrofuro[3,2-b]furan-3-yl)oxy)phenyl)-6-oxopyrimidin-1(6H)-yl)acetate